(4-amino-1-tert-butyl-pyrazolo[3,4-d]pyrimidin-3-yl)-N-[1-(2-fluoroethyl)pyrazol-3-yl]-1H-indole-2-carboxamide NC1=C2C(=NC=N1)N(N=C2N2C(=CC1=CC=CC=C21)C(=O)NC2=NN(C=C2)CCF)C(C)(C)C